O[C@@H]1C=2C=CC(=CC2CC[C@@H]1[C@H]1N2C(C3=CC=CC=C13)=CN=C2)C(=O)NC (5S,6R)-5-Hydroxy-6-((R)-5H-imidazo[5,1-a]isoindol-5-yl)-N-methyl-5,6,7,8-tetrahydronaphthalen-2-carboxamid